FC=1C=C(C=CC1)C1=CC(=CC(=C1)SC)SC1=CN=C(S1)CNC(OC(C)(C)C)=O tert-butyl ((5-((3'-fluoro-5-(methylthio)-[1,1'-biphenyl]-3-yl)thio)thiazol-2-yl)methyl)carbamate